6-[1-(1-But-2-ynoyl-4-piperidyl)-5-methyl-pyrazol-4-yl]-4-methoxy-pyrazolo[1,5-a]pyridine-3-carbonitrile C(C#CC)(=O)N1CCC(CC1)N1N=CC(=C1C)C=1C=C(C=2N(C1)N=CC2C#N)OC